1-butyl-2-Methylpiperidinium triflate [O-]S(=O)(=O)C(F)(F)F.C(CCC)[NH+]1C(CCCC1)C